N1(CCOCC1)C1=CC=CC=C1C(=O)N 4-morpholinebenzamide